FC1=C(C=C2C=3N([C@@H](C(NC13)=O)C)C(=C2)C)CO (R)-9-fluoro-8-(hydroxymethyl)-3,5-dimethyl-1H-pyrrolo[1,2,3-de]quinoxalin-2(3H)-one